2-methyl-1,3-diphenyl-1,3-propanediol ditrimethylphenylglyoxylate CC1=C(C(=C(C=C1)C(C(=O)OC(C(C(OC(C(=O)C1=C(C(=C(C=C1)C)C)C)=O)C1=CC=CC=C1)C)C1=CC=CC=C1)=O)C)C